C(C=C)OCCCCC1=CC=C(C=C1)CC=1C=C(C=CC1C)[C@H]1[C@@H]([C@H]([C@@H]([C@H](O1)CO)OCC1=CC=CC=C1)OCC1=CC=CC=C1)OCC1=CC=CC=C1 [(2R,3R,4R,5S,6S)-6-[3-[[4-(4-Allyloxybutyl)phenyl]methyl]-4-methyl-phenyl]-3,4,5-tribenzyloxy-tetrahydropyran-2-yl]methanol